zinc (II) porphyrin C12=CC=C(N1)C=C1C=CC(=N1)C=C1C=CC(N1)=CC=1C=CC(N1)=C2.[Zn+2]